ClC1=C(C=CC(=C1)Cl)F ls-2,4-dichlorofluorobenzene